CC1=CC(=CC=C1C1=CC=CC(=C1C)N)N 6,6'-dimethyl-4,5'-diaminobiphenyl